C[N+](OCC)(C)C trimethyleth-1-yloxy-ammonium